2-amino-7-(trifluoromethyl)-1H-indole-3-carbonitrile NC=1NC2=C(C=CC=C2C1C#N)C(F)(F)F